ClC1=CC=2C(C(=N1)Cl)=NNC2 5,7-dichloro-2H-pyrazolo[3,4-c]pyridine